4-(6-(difluoromethyl)-5-methylpyridin-3-yl)-8-fluoro-1,2,2,7-tetramethyl-1,2-dihydroquinazoline FC(C1=C(C=C(C=N1)C1=NC(N(C2=C(C(=CC=C12)C)F)C)(C)C)C)F